N1C=NC2=C1C=C(C=C2)C(=O)[O-] 1H-benzo[d]imidazol-6-formate